O=C1NC(CCC1N1CC2=CC=C(C(=C2C1=O)OC)C=O)=O 2-(2,6-dioxo-3-piperidyl)-4-methoxy-3-oxo-isoindoline-5-carbaldehyde